C(C)(C)(C)OC(=O)N[C@H](C(=O)OCC#N)CC=1C=NC(=CC1)C#N Cyanomethyl (S)-2-((tert-butoxy-carbonyl)amino)-3-(6-cyanopyridin-3-yl)propanoate